C(=O)(OC(C)(C)C)NC1CCC(CC1)NC(=O)C1=CC2=CC=C(C=C2C=C1)O N-(N-Boc-4-aminocyclohexyl)-6-hydroxy-beta-naphthoamide